C(C)(=O)C1=NN(C2=C(C=C(C=C12)C=1C=NC(=NC1)C)C)CC(=O)N1[C@@H]2C[C@@]2(C[C@H]1C(=O)NCC1=NC=CC=N1)C (1R,3S,5R)-2-(2-(3-acetyl-7-methyl-5-(2-methylpyrimidin-5-yl)-1H-indazol-1-yl)acetyl)-5-methyl-N-(pyrimidin-2-ylmethyl)-2-azabicyclo[3.1.0]hexane-3-carboxamide